COC1=NC(=CC(=C1)C(\C(=C\C1=CNC2=CC(=CC=C12)OC)\C)=O)OC (E)-1-(2,6-dimethoxypyridin-4-yl)-3-(6-methoxy-1H-indol-3-yl)-2-methylpropan-2-en-1-one